9,9-bis(4-(4-aminophenoxy)phenyl)fluorene (R)-tert-butyl-(3-(N-((4-fluoro-2,6-diisopropylphenyl)carbamoyl)sulfamoyl)-6,7-dihydro-5H-pyrazolo[5,1-b][1,3]oxazin-6-yl)(methyl)carbamate C(C)(C)(C)OC(N(C)[C@@H]1CN2C(OC1)=C(C=N2)S(NC(NC2=C(C=C(C=C2C(C)C)F)C(C)C)=O)(=O)=O)=O.NC2=CC=C(OC1=CC=C(C=C1)C1(C3=CC=CC=C3C=3C=CC=CC13)C1=CC=C(C=C1)OC1=CC=C(C=C1)N)C=C2